CC(C)(C)[O-].[K+] Potassium t-butoxide